tert-Butyl 5-(but-1-yn-1-yl)-7-fluoro-1H-indole-1-carboxylate C(#CCC)C=1C=C2C=CN(C2=C(C1)F)C(=O)OC(C)(C)C